2-methyl-N-(4-(trifluoromethyl)benzylidene)propane-2-sulfinamide CC(C)(C)S(=O)N=CC1=CC=C(C=C1)C(F)(F)F